NCCNCCC[Si](Cl)(Cl)C N-(2-aminoethyl)-3-aminopropyl-methyldichlorosilane